1-methylcyclopropyl (3R,4S)-3-{5-[4-amino-5-(trifluoromethyl)pyrrolo[2,1-f][1,2,4]triazin-7-yl]-2-methoxypyridine-3-amido}-4-fluoropyrrolidine-1-carboxylate NC1=NC=NN2C1=C(C=C2C=2C=C(C(=NC2)OC)C(=O)N[C@@H]2CN(C[C@@H]2F)C(=O)OC2(CC2)C)C(F)(F)F